ClC=1C=NC(=NC1)OC1=CC=CC2=C1N(N=N2)CCCC(F)(F)F 7-[(5-Chloropyrimidine-2-yl)oxy]-1-(4,4,4-trifluorobutyl)-1H-benzo[d][1,2,3]triazole